CN1N=CC=C1CN1CCC(CC1)OC1=C2C(=NC=C1)C=CS2 7-((1-((1-methyl-1H-pyrazol-5-yl)methyl)piperidin-4-yl)oxy)thieno[3,2-b]pyridine